3-(5-methyl-4-oxobenzo[d][1,2,3]triazin-3(4H)-yl)piperidin-2,6-dione CC1=CC=CC=2N=NN(C(C21)=O)C2C(NC(CC2)=O)=O